(R)-6-(3-methylmorpholino)-1H-pyrazolo[3,4-b]Pyridine-4-carboxylic acid ethyl ester C(C)OC(=O)C=1C2=C(N=C(C1)N1[C@@H](COCC1)C)NN=C2